BrC=1N=C2N(N1)C(CC2O)C2=C(C(=CC=C2)F)F 2-bromo-5-(2,3-difluorophenyl)-6,7-dihydro-5H-pyrrolo[1,2-b][1,2,4]triazol-7-ol